malonic acid di(2-methyl-2-butyl) ester CC(C)(CC)OC(CC(=O)OC(C)(CC)C)=O